trans-4-((5-(3-Isopropyl-2-methyl-3H-imidazo[4,5-b]pyridin-5-yl)-4-(methylamino)pyrrolo[2,1-f][1,2,4]triazin-2-yl)amino)-1-methylcyclohexan-1-ol C(C)(C)N1C(=NC=2C1=NC(=CC2)C=2C=CN1N=C(N=C(C12)NC)NC1CCC(CC1)(O)C)C